CN1N=NC2=C1C=CC(=C2C)C(C(C(=O)O)(C)C)C2=CC(=C(C=C2)C)CN2CC(OC1=CC=3C=CC=NC3C=C1C2)CCC 3-(1,4-dimethyl-1H-benzo[d][1,2,3]triazol-5-yl)-2,2-dimethyl-3-(4-methyl-3-((2-propyl-2,3-dihydro-[1,4]oxazepino[7,6-g]quinolin-4(5H)-yl)methyl)phenyl)propanoic acid